(2S,3S,4R,5R)-methyl-5-(6-(3-iodobenzylamino)-9H-purin-9-yl)-3,4-dihydroxytetrahydrofuran-2-carboxylic acid C[C@@]1(O[C@H]([C@@H]([C@@H]1O)O)N1C2=NC=NC(=C2N=C1)NCC1=CC(=CC=C1)I)C(=O)O